4-chloro-1-(trans-4-isobutyramidocyclohexyl)-N-(3-methyl-5-(phenylethynyl)pyridin-2-yl)-1H-pyrazole-5-carboxamide ClC=1C=NN(C1C(=O)NC1=NC=C(C=C1C)C#CC1=CC=CC=C1)[C@@H]1CC[C@H](CC1)NC(C(C)C)=O